O=C(COC(C(=C)C)=O)OC1C2CC3CC(C(OC1C3)=O)C2 2-methyl-2-propenoic acid 2-oxo-2-[(5-oxo-4-oxatricyclo[4.3.1.13,8]undec-2-yl)oxy]ethyl ester